C(#N)C1=CC=CC(=C1)C=1C(=NC(=CC1)C)C 4-cyano-6-(2,6-dimethylpyridin-3-yl)benzene